N(=[N+]=[N-])CCOCCOCCOCCOCCOCCS(=O)(=O)C1=C2CNC(C2=CC=C1)=O 4-((17-azido-3,6,9,12,15-pentaoxaheptadecyl)sulfonyl)-1-oxoisoindolin